CC=1C(=C(S(=O)(=O)O)C=CC1)NC(C)=O.N1(C=NC2=C1C=CC=C2)C=2C=C(OC1=CC=3N(C4=CC=CC=C4C3C=C1)C1=NC=C(C(=C1C([2H])([2H])[2H])C1=CC=CC=C1)C([2H])([2H])[2H])C=CC2 2-[3-(benzimidazol-1-yl)phenoxy]-9-[3,5-bis(methyl-d3)-4-phenylpyridin-2-yl]carbazole Methyl-acetamidobesylate